(S)-2-((((9H-fluoren-9-yl)methoxy)carbonyl)amino)-3-(1-(tert-butoxycarbonyl)-7-(2-trityl-2H-tetrazol-5-yl)-1H-indol-3-yl)propanoic acid C1=CC=CC=2C3=CC=CC=C3C(C12)COC(=O)N[C@H](C(=O)O)CC1=CN(C2=C(C=CC=C12)C=1N=NN(N1)C(C1=CC=CC=C1)(C1=CC=CC=C1)C1=CC=CC=C1)C(=O)OC(C)(C)C